(2S,3R,4S)-4-amino-3-methoxy-2-methylpyrrolidin N[C@@H]1[C@H]([C@@H](NC1)C)OC